2-((4-(6-((4-Chloro-2,6-difluorobenzyl)oxy)pyridin-2-yl)piperidin-1-yl)methyl)-4-(difluoromethoxy)-1-methyl-1H-benzo[d]imidazole-6-carboxylic acid ClC1=CC(=C(COC2=CC=CC(=N2)C2CCN(CC2)CC2=NC3=C(N2C)C=C(C=C3OC(F)F)C(=O)O)C(=C1)F)F